2-((2'-amino-6-((4-cyano-2-fluorobenzyl)oxy)-5'-fluoro-[2,3'-bipyridin]-6'-yl)methyl)-1-(2-methoxyethyl)-1H-benzo[d]imidazole-6-carboxylic acid NC1=NC(=C(C=C1C1=NC(=CC=C1)OCC1=C(C=C(C=C1)C#N)F)F)CC1=NC2=C(N1CCOC)C=C(C=C2)C(=O)O